trans-4-(p-methoxybenzoyl)aminomethyl-cyclohexanecarboxylic acid COC1=CC=C(C(=O)NC[C@@H]2CC[C@H](CC2)C(=O)O)C=C1